6-cyclopropyl-2-((2-methoxyphenyl)amino)nicotinonitrile C1(CC1)C1=NC(=C(C#N)C=C1)NC1=C(C=CC=C1)OC